4-[2-(amino)ethyl]piperazin-1-ylacetic acid NCCN1CCN(CC1)CC(=O)O